ClC=1C=C2C(=NC=NC2=C(C1C1=C(C=CC(=C1)O)Cl)F)N1CCN(CC1)C(C=C)=O 1-(4-(6-chloro-7-(2-chloro-5-hydroxyphenyl)-8-fluoroquinazolin-4-yl)piperazin-1-yl)prop-2-en-1-one